C(C)C(COP(OCC(CCCC)CC)(=O)C(C1=CC=CC=C1)NCC(CCCC)CC)CCCC 1-(2-ethylhexyl-amino)-1-phenyl-methyl-phosphonic acid di(2-ethylhexyl) ester